O=C1N(CCC1)CC(=O)N 2-oxo-1-pyrrolidineacetamide